C(C1=C(C(=CC(=C1)C(CC(C)(C)C)(C)C)N1N=C2C(=N1)C=CC=C2)O)C2=C(C(=CC(=C2)C(CC(C)(C)C)(C)C)N2N=C1C(=N2)C=CC=C1)O 2,2'-methylenebis-[6-(2H-benzotriazol-2-yl)4-(1,1,3,3-tetramethylbutyl)phenol]